Ethyl-4-dimethylamino benzoate CCOC(=O)C1=CC=C(C=C1)N(C)C